C1(CCC1)C=1C(=NN(C1NC(OC1CC(C1)(F)F)=O)C)C1(CCC1)C(F)(F)F 3,3-difluorocyclobutyl (4-cyclobutyl-1-methyl-3-(1-(trifluoromethyl)cyclobutyl)-1H-pyrazol-5-yl)carbamate